C(C1=CC=CC=C1)OC(=O)N(C(CC(=O)O)C(=O)N(C)C)C 3-(((Benzyloxy)carbonyl)(methyl)amino)-4-(dimethylamino)-4-oxobutanoic acid